NC=1N=C(SC1C(=O)C=1C=NC(=CC1)N1CCC(CC1)(C)C#N)N(C1=CC=C(C=C1)F)[C@H](C(=O)N)C (S)-2-(N-[4-amino-5-[6-(4-cyano-4-methyl-1-piperidinyl)pyridine-3-carbonyl]thiazol-2-yl]-4-fluoro-anilino)propanamide